Thiazole-Potassium salt [K].S1C=NC=C1